tert-butyl 4-(5-(4,6-dichloropyridin-3-yl)-1,3,4-thiadiazol-2-yl)piperazine-1-carboxylate ClC1=C(C=NC(=C1)Cl)C1=NN=C(S1)N1CCN(CC1)C(=O)OC(C)(C)C